N-(piperidin-3-yl)oxazole-4-carboxamide N1CC(CCC1)NC(=O)C=1N=COC1